ClC1=CC(=C(C=C1)CC(=O)O)NC(=O)C=1SC=CC1 4-chloro-2-(thiophene-2-carboxamido)phenylacetic acid